3-amino-1-propanate NCCC(=O)[O-]